F[C@H]1CN(CCC1)C1=NC(=NC2=NC(=C(N=C12)C)C)N1C[C@@H](OCC1)C=1C=NN(C1)C 4-((3R)-3-fluoro-1-piperidinyl)-6,7-dimethyl-2-((2S)-2-(1-methyl-1H-pyrazol-4-yl)-4-morpholinyl)pteridine